1,5-dichloropentane-3-ol ClCCC(CCCl)O